1-((6-chloro-4-(3-methoxyphenyl)pyridin-3-yl)sulfonyl)-4-fluoropiperidine-4-carboxylic acid ClC1=CC(=C(C=N1)S(=O)(=O)N1CCC(CC1)(C(=O)O)F)C1=CC(=CC=C1)OC